ClC=1C=C2C(=NC(=NC2=C(C1C1=CC=CC2=C1N=C(S2)N)F)O[C@H](CN(C)C)C)N2CCNCC2 4-(6-chloro-2-(((S)-1-(dimethylamino)propan-2-yl)oxy)-8-fluoro-4-(piperazin-1-yl)quinazolin-7-yl)benzo[d]thiazol-2-amine